4-Methyl-1-[2-(3-oxopiperazin-1-yl)propyl]-5-({2-[6-(2,2,2-trifluoroethyl)quinazolin-4-yl]-2,7-diazaspiro[3.5]non-7-yl}methyl)-1H-indole-2-carbonitrile CC1=C2C=C(N(C2=CC=C1CN1CCC2(CN(C2)C2=NC=NC3=CC=C(C=C23)CC(F)(F)F)CC1)CC(C)N1CC(NCC1)=O)C#N